di(4-tert-butylphenyl)iodonium sulfate S(=O)(=O)([O-])[O-].C(C)(C)(C)C1=CC=C(C=C1)[I+]C1=CC=C(C=C1)C(C)(C)C.C(C)(C)(C)C1=CC=C(C=C1)[I+]C1=CC=C(C=C1)C(C)(C)C